COC(=O)C1C(CCC1)(O)CN 2-(Aminomethyl)-2-hydroxycyclopentane-1-carboxylic acid methyl ester